6-(3-chlorophenyl-ureido)hexanoic acid ClC=1C=C(C=CC1)NC(NCCCCCC(=O)O)=O